C[Si](\C=C(/C1=C(C=CC=C1)[Si](C)(C)C)\C1=C(C=CC=C1)C)(C)C (Z)-trimethyl-(2-(o-tolyl)-2-(2-(trimethylsilyl)phenyl)vinyl)silane